BrC1=C(C(=O)O)C(=CC(=C1O)Br)Br L-2,4,6-tribromo-3-hydroxybenzoic acid